6-amino-2-[2-(3,3-difluoroazetidin-1-yl)ethyl]-4-methyl-7,8-dihydro-6H-pyrazolo[1,5-a][1,3]diazepin-5-one hydrochloride Cl.NC1C(N(C=2N(CC1)N=C(C2)CCN2CC(C2)(F)F)C)=O